naphthoisoxazole C1=NOC2=C1C1=CC=CC=C1C=C2